2-(N-(1-(2-hydroxy-1-(naphthalen-1-yl)ethyl)piperidin-4-yl)methylsulfonamido)-N-(2-oxo-2-(prop-2-yn-1-ylamino)ethyl)acetamide OCC(C1=CC=CC2=CC=CC=C12)N1CCC(CC1)N(S(=O)(=O)C)CC(=O)NCC(NCC#C)=O